5-(4-(bromomethyl)phenyl)-1-ethyl-3-(trifluoromethyl)-1H-1,2,4-triazole BrCC1=CC=C(C=C1)C1=NC(=NN1CC)C(F)(F)F